FC=1C(=NC=C(C1)C(F)(F)F)OC=1C=CC(=C(C1)NC(=O)[C@H]1NCCC1)OC (S)-N-(5-((3-Fluoro-5-(trifluoromethyl)pyridin-2-yl)oxy)-2-methoxyphenyl)-pyrrolidine-2-carboxamide